1-cyanoethyl-2-ethyl-4-methylimidazole, 1-cyanoethyl-2-phenylimidazoleTrimellitic acid salt C(#N)C(C)C1=NC(N=C1)(C=1C=C(C=C(C1C(=O)O)C(=O)O)C(=O)O)C1=CC=CC=C1.C(#N)C(C)C1=C(N=C(N1)CC)C